FC1(CCC(=CC1)C1=C(C=C(C=C1)C)OC1(CC1)C(=O)O)F 1-((4',4'-difluoro-4-methyl-2',3',4',5'-tetrahydro-[1,1'-biphenyl]-2-yl)oxy)cyclopropane-1-carboxylic acid